9,10-difluoro-3-methyl-6-((((S)-1-(6-methylpyridin-3-yl)piperidin-3-yl)amino)methyl)-2H-[1,4]oxazino[2,3,4-ii]quinolin-7(3H)-one FC=1C=C2C(C(=CN3C2=C(C1F)OCC3C)CN[C@@H]3CN(CCC3)C=3C=NC(=CC3)C)=O